NC1=NC=2C3=C(C(CC2C=N1)(C)C)C(=NN3)C(=O)NC=3SC=C(N3)CC(=O)NC(C)(CC(C=C(C)C)=O)C 8-amino-N-(4-{2-[(2,6-dimethyl-4-oxohept-5-en-2-yl)amino]-2-oxoethyl}-1,3-thiazol-2-yl)-4,4-dimethyl-4,5-dihydro-1H-pyrazolo[4,3-H]quinazoline-3-carboxamide